(2,2-Dichlorocyclopropyl)methanol ClC1(C(C1)CO)Cl